N-((R)-1-(3-(difluoromethyl)-2-fluorophenyl)ethyl)-6-((R)-3-fluoropyrrolidin-1-yl)cinnolin-4-amine FC(C=1C(=C(C=CC1)[C@@H](C)NC1=CN=NC2=CC=C(C=C12)N1C[C@@H](CC1)F)F)F